1-benzyl-3-[4-(trifluoromethyl)phenyl]-1H-2,1-benzothiazin-4(3H)-one 2,2-dioxide C(C1=CC=CC=C1)N1S(C(C(C2=C1C=CC=C2)=O)C2=CC=C(C=C2)C(F)(F)F)(=O)=O